4-(2,6-dimethylheptyl)phenol CC(CC1=CC=C(C=C1)O)CCCC(C)C